5-isopropoxy-2-(5-(3-isopropylpyridin-2-ylamino)-1,2,4-thiadiazol-3-yl)-N,N-dimethylisonicotinamide C(C)(C)OC1=CN=C(C=C1C(=O)N(C)C)C1=NSC(=N1)NC1=NC=CC=C1C(C)C